(benzylamino)-8-fluoro-12H-benzothiopyrano[2,3-c]Quinolin-12-one C(C1=CC=CC=C1)NC1=C2C3=C(C=NC2=CC=C1)SC1=C(C3=O)C=CC=C1F